[2-[4-(diethylamino)-2-hydroxybenzoyl]phenyl]-methanone C(C)N(C1=CC(=C(C(=O)C2=C(C=CC=C2)C=O)C=C1)O)CC